BrC1=CC=C(C(=C1C=O)F)F 6-bromo-2,3-difluorobenzaldehyde